2,3,3'-trihydroxy-4'-methoxytolan OC1=C(C=CC=C1O)C#CC1=CC(=C(C=C1)OC)O